4-((5-((8-(2-isopropylphenyl)quinazolin-2-yl)amino)-2-methylphenyl)carbamoyl)benzoic acid C(C)(C)C1=C(C=CC=C1)C=1C=CC=C2C=NC(=NC12)NC=1C=CC(=C(C1)NC(=O)C1=CC=C(C(=O)O)C=C1)C